(Rac)-tert-butyl-2'-hydroxy-5',6'-dihydrospiro[pyrrolidine-3,4'-pyrrolo[1,2-b]pyrazole]-1-carboxylate C(C)(C)(C)OC(=O)N1C[C@]2(CCN3N=C(C=C32)O)CC1 |r|